tris(2,4-di-tert.Butylphenyl) phosphate P(=O)(OC1=C(C=C(C=C1)C(C)(C)C)C(C)(C)C)(OC1=C(C=C(C=C1)C(C)(C)C)C(C)(C)C)OC1=C(C=C(C=C1)C(C)(C)C)C(C)(C)C